[Br-].C(C)C=1SC=CC1 2-ethyl-thiophene bromide salt